(S)-7-((2H-pyrazolo[3,4-b]pyridin-2-yl)methyl)-4-(cyclopropylethynyl)-6-fluoro-4-(trifluoromethyl)-3,4-dihydroquinazolin-2(1H)-one N=1N(C=C2C1N=CC=C2)CC2=C(C=C1[C@](NC(NC1=C2)=O)(C(F)(F)F)C#CC2CC2)F